CC1=C(C(NC(=C1)C)=O)CNC(=O)C=1C=2C=CC(=NC2C=C(C1C)N(C1CCOCC1)CC)N1CCN(CC1)C N-((4,6-dimethyl-2-oxo-1,2-dihydropyridin-3-yl)methyl)-7-(ethyl-(tetrahydro-2H-pyran-4-yl)amino)-6-methyl-2-(4-methylpiperazin-1-yl)quinoline-5-carboxamide